CN(CCN1CCNCC1)C N,N-dimethyl-2-(piperazin-1-yl)ethan-1-amine